NC(C(C(CC1C(NCC1)=O)NC(C(CC1CCCCC1)NC(OC(CC1=CC(=CC=C1)Cl)C1=CC=CC=C1)=O)=O)=O)=O 2-(3-chlorophenyl)-1-phenylethyl (1-((4-amino-3,4-dioxo-1-(2-oxopyrrolidin-3-yl) butan-2-yl)amIno)-3-cyclohexyl 1-oxopropan-2-yl)carbamate